C(C)(C)(C)OC(=O)N[C@H](C(=O)O)CC1=CC(=CC=C1)[N+](=O)[O-] (S)-2-((t-butoxycarbonyl)amino)-3-(3-nitrophenyl)propanoic acid